C(C)(=O)O[C@H]1[C@@H](OC(=C[C@@H]1OC(C)=O)C(=O)OC)OC1=C(C=CC2=C1C[C@H]1CCCN([C@@H]1C2)CCC)O (2R,3R,4S)-2-(((4aR,10aR)-7-hydroxy-1-propyl-1,2,3,4,4a,5,10,10a-octahydrobenzo[g]quinolin-6-yl)oxy)-6-(methoxycarbonyl)-3,4-dihydro-2H-pyran-3,4-diyl diacetate